5-((2R,4S)-2-(2,5-difluorophenyl)-4-fluoropyrrolidin-1-yl)pyrazolo[1,5-a]Pyrimidine-3-carboxamide FC1=C(C=C(C=C1)F)[C@@H]1N(C[C@H](C1)F)C1=NC=2N(C=C1)N=CC2C(=O)N